3-((1-((2-chloropyrimidin-5-yl)amino)isoquinolin-6-yl)oxy)-2-cyclopropyl-2-fluoropropanenitrile ClC1=NC=C(C=N1)NC1=NC=CC2=CC(=CC=C12)OCC(C#N)(F)C1CC1